OCC1=C2C(=NN(C2=CC=C1)C1=CC=C(C=C1)S(F)(F)(F)(F)F)C#N 4-(hydroxymethyl)-1-(4-(pentafluoro-lambda6-sulfanyl)phenyl)-1H-indazole-3-carbonitrile